CC(C)/C(=N/OS(=O)(=O)O)/S[C@H]1[C@@H]([C@H]([C@@H]([C@H](O1)CO)O)O)O The molecule is an alkylglucosinolic acid that consists of 1-thio-beta-D-glucopyranose attached to a 2-methyl-N-(sulfooxy)propanimidoyl group at the anomeric sulfur. It is a conjugate acid of a glucoputranjivin(1-).